N-ethyl-6-methyl-7-carbonyl-4-(4,4,5,5-tetramethyl-1,3,2-dioxaborolan-2-yl)-1-toluenesulfonyl-6,7-dihydro-1H-pyrrolo[2,3-c]pyridine-2-formamide C(C)NC(=O)C1=CC2=C(C(N(C=C2B2OC(C(O2)(C)C)(C)C)C)=C=O)N1S(=O)(=O)CC1=CC=CC=C1